FC1(CNCCC1N(C(OCC1=CC=CC=C1)=O)C)F benzyl (3,3-difluoropiperidin-4-yl)(methyl)carbamate